FCC1(CC1)NC1CN(CC1)C1=CC=C(N=N1)C1=C(C=C(C=C1)C=1C=NNC1)O 2-[6-(3-{[1-(fluoromethyl)cyclopropyl]amino}pyrrolidin-1-yl)pyridazin-3-yl]-5-(1H-pyrazol-4-yl)phenol